(S)-N-(4-(6-aminopyridin-3-yl)-3-methylphenyl)-2-(3,5-difluorophenyl)-2-hydroxyacetamide NC1=CC=C(C=N1)C1=C(C=C(C=C1)NC([C@@H](O)C1=CC(=CC(=C1)F)F)=O)C